2'-(1-aminoallyl)-7-chloro-3-methyl-3,4-dihydrospiro[benzo[d][1,2]thiazine-1,1'-cyclopropane]-2,2-dioxide NC(C=C)C1C2(C1)C1=C(CN(S2(=O)=O)C)C=CC(=C1)Cl